7'-Chloro-6'-methoxy-3',4'-dihydro-2'H-spiro[[1,3]dioxolane-2,1'-naphthalene]-5'-carboxylic acid ClC=1C(=C(C=2CCCC3(C2C1)OCCO3)C(=O)O)OC